TETRAETHYLAMMONIUM HYDROGEN SULFATE S(=O)(=O)(O)[O-].C(C)[N+](CC)(CC)CC